COC(NC=1C=CC=2C=3C=CN=C([C@H](CCCCCC(NC2C1)=O)N)C3)=O ((S)-15-Amino-9-oxo-8,17-diaza-tricyclo[14.3.1.02,7]icosa-1(20),2(7),3,5,16,18-hexaen-5-yl)-carbamic acid methyl ester